FC1=C(C=CC=C1)C1CCC=2N1N=C(N2)C(=O)N(C)C 5-(2-Fluorophenyl)-N,N-dimethyl-6,7-dihydro-5H-pyrrolo[1,2-b][1,2,4]triazol-2-carboxamid